NC=1C2=C(N=CN1)C(=NC(=C2)NC(C)C)C=2C(=C(C=CC2C)O)C (R)-3-[4-amino-6-(isopropylamino)pyrido[3,4-d]pyrimidin-8-yl]-2,4-dimethylphenol